ClC1=CC=C(C2=C1NC(=N2)C(=O)N2C(C=1C(=CC=NC1CC2)C#N)C)F 6-(7-Chloro-4-fluoro-1H-benzo[d]imidazole-2-carbonyl)-5-methyl-5,6,7,8-tetrahydro-1,6-naphthyridine-4-carbonitrile